4-(4-bromobenzylidene)-3-methyl-1-phenyl-1H-pyrazol-5(4H)-one BrC1=CC=C(C=C2C(=NN(C2=O)C2=CC=CC=C2)C)C=C1